tertiary amyl hydrogen peroxide C(C)(C)(CC)OO